ClC=1C=C(C=CC1F)N(C(=O)[C@H]1N(C([C@H](C1)N1CCOCC1)=O)C1=NC(=CC(=C1)C(F)(F)F)C)CC (2s,4s)-N-(3-chloro-4-fluorophenyl)-N-ethyl-1-(6-methyl-4-(trifluoro-methyl)pyridin-2-yl)-4-morpholino-5-oxopyrrolidine-2-carboxamide